ClC1=CC=C(C(=O)C2=CC=C(OC(C(=O)OC(C)C)(C)C)C=C2)C=C1 propan-2-yl 2-[4-(4-chlorobenzoyl) phenoxy]-2-methylpropanoate